[Cr].[Cu]=O COPPER OXIDE CHROMIUM